1-((3S,4R)-4-(3-((4-amino-7-methyl-5-(4-(1-methyl-cyclopropoxy)phenyl)-7H-pyrrolo[2,3-d]pyrimidin-6-yl)ethynyl)azetidin-1-yl)-3-hydroxypiperidin-1-yl)prop-2-en-1-one NC=1C2=C(N=CN1)N(C(=C2C2=CC=C(C=C2)OC2(CC2)C)C#CC2CN(C2)[C@H]2[C@H](CN(CC2)C(C=C)=O)O)C